2-[6-[3-(Difluoromethyl)-4-fluoro-phenyl]pyrazolo[4,3-b]pyridin-1-yl]-1-pyrrolidin-1-yl-ethanone FC(C=1C=C(C=CC1F)C=1C=C2C(=NC1)C=NN2CC(=O)N2CCCC2)F